C(=O)(OC(C)(C)C)N1CCNCC1 4-N-Bocpiperazine